O1C=C(C=C1)C1=CC(=C(C=N1)NC1=NC=C2N(C(N(C2=N1)C1CCOCC1)=O)C)C 2-((6-(furan-3-yl)-4-methylpyridin-3-yl)amino)-7-methyl-9-(tetrahydro-2H-pyran-4-yl)-7,9-dihydro-8H-purin-8-one